NC1=NC=C(C(=O)N2C(CN(CC2)C(=O)OC(C)(C)C)(C)C)C=C1OCC1=CC=CC=C1 tert-butyl 4-(6-amino-5-(benzyloxy)nicotinoyl)-3,3-dimethylpiperazine-1-carboxylate